tert-butyl 2-oxo-2-(4-(5-(trifluoromethyl)pyrimidin-2-yl)piperazin-1-yl)ethoxycarbamate O=C(CONC(OC(C)(C)C)=O)N1CCN(CC1)C1=NC=C(C=N1)C(F)(F)F